(2R,6S)-4-[(4-fluoropiperidin-4-yl)methyl]-2,6-dimethylmorpholine dihydrochloride Cl.Cl.FC1(CCNCC1)CN1C[C@H](O[C@H](C1)C)C